benzyl 1,5-dioxo-6-(pyrimidin-4-ylamino)-2,5-dihydro-1H-spiro[imidazo[1,5-a]pyridine-3,3'-pyrrolidine]-1'-carboxylate O=C1NC2(CN(CC2)C(=O)OCC2=CC=CC=C2)N2C1=CC=C(C2=O)NC2=NC=NC=C2